3,5-di(2-pyridyl)pyrazole N1=C(C=CC=C1)C1=NNC(=C1)C1=NC=CC=C1